C1(CC1)C[C@@H](C(=O)OCC1=C(C=CC=C1)C#N)NC(C[C@H]1N(C(CC1)=O)CC1=C(C(=CC(=C1)F)F)F)=O 2-Cyanobenzyl (S)-3-cyclopropyl-2-(2-((S)-5-oxo-1-(2,3,5-trifluorobenzyl)pyrrolidin-2-yl)acetamido)propanoate